C1(=CC=CC=C1)N1CCCC2=CC(=CC=C12)OC=1N=C(C2=C(N1)C=NC=C2)O 2-(1-phenyl-1,2,3,4-tetrahydro-quinolin-6-yloxy)-pyrido[3,4-d]pyrimidin-4-ol